COC([C@H](CC(C)C)N1N=C(C(=CC1=O)C1CC1)CCN1CCC1)=O (S)-2-(4-cyclopropyl-3-(2-(azetidin-1-yl)ethyl)-6-oxopyridazin-1(6H)-yl)-4-methylpentanoic acid methyl ester